COC1=NC=CC(=C1)N1N=CC(=C1)B1OC(C(O1)(C)C)(C)C 2-methoxy-4-[4-(4,4,5,5-tetramethyl-1,3,2-dioxaborolan-2-yl)pyrazol-1-yl]pyridine